COCCNC[Si](C)(C)C 2-methoxy-N-((trimethylsilyl)methyl)ethylamine